(6R,8aS)-6-[8-Amino-5-chloro-1-(4-{(1R)-1-hydroxy-1-[3-(2,2,2-trifluoroethyl)phenyl]ethyl}phenyl)-imidazo[1,5-a]pyrazin-3-yl]hexahydroindolizin-3(2H)-on NC=1C=2N(C(=CN1)Cl)C(=NC2C2=CC=C(C=C2)[C@](C)(C2=CC(=CC=C2)CC(F)(F)F)O)[C@H]2CN1C(CC[C@@H]1CC2)=O